(R)-N-(4-(((8-Bromo-2-(3-hydroxypyrrolidin-1-yl)pyrazolo[1,5-a][1,3,5]triazin-4-yl)amino)methyl)phenyl)-1-fluorocyclopropane-1-carboxamide BrC=1C=NN2C1N=C(N=C2NCC2=CC=C(C=C2)NC(=O)C2(CC2)F)N2C[C@@H](CC2)O